FC(C1=CC=C(C=C1)N1N=NC(=C1COC1=CC=C(N=N1)C1=CC(NCC1)=O)C)F 4-(6-((1-(4-(Difluoromethyl)phenyl)-4-methyl-1H-1,2,3-triazol-5-yl)methoxy)pyridazine-3-yl)-5,6-dihydropyridin-2(1H)-one